C[C@@H]1C[C@H]([C@@H]2[C@@H]1C[C@]\\3(CC[C@@H](/C3=C/C[C@]2(C)O)C(C)C)C)O The molecule is a carbotricyclic compound that is cyclooctatin in which the hydroxymethyl substituent has been reduced to the corresponding methyl group. It is the biosynthetic precursor of cyclooctatin. It is a diterpenoid, a carbotricyclic compound, a secondary alcohol and a tertiary alcohol. It derives from a cyclooctatin.